BrC1=CC=C(C=C1)CC1(COC1)C 3-[(4-bromophenyl)methyl]-3-methyl-oxetane